(E)-2,6-dimethoxy-4-(prop-1-en-1-yl)phenol COC1=C(C(=CC(=C1)\C=C\C)OC)O